dinitroplatinum (II) [N+](=O)([O-])[Pt][N+](=O)[O-]